C(#N)C=1C=NC(=NC1)N[C@H]1CN(CC1)C(=O)C1=CC(=C(C=C1)NC(C=C)=O)OCCN(C)C (R)-N-(4-(3-((5-cyanopyrimidin-2-yl)amino)pyrrolidine-1-carbonyl)-2-(2-(dimethylamino)ethoxy)phenyl)acrylamide